difluoro-3,4-dihydro-2H-1-benzopyran FC1(OC2=C(CC1)C=CC=C2)F